ClC=1C=C(C=C(C1)C=1C=CC=2N(C3=CC=CC=C3C2C1)C1=CC=CC=C1)S 3-Chloro-5-(9-phenyl-9H-carbazol-3-yl)thiophenol